methyl (R)-2-(5-amino-2-(furan-2-yl)-7H-pyrazolo[4,3-e][1,2,4]triazolo[1,5-c]pyrimidin-7-yl)-2-phenylpropanoate NC1=NC2=C(C=3N1N=C(N3)C=3OC=CC3)C=NN2[C@](C(=O)OC)(C)C2=CC=CC=C2